FC1=C(C(=CC=C1C1=NNC=C1)N)N 3-fluoro-4-(1H-pyrazol-3-yl)benzene-1,2-diamine